BrC=1C=C(C(=NC1)C(=O)Cl)SCC 5-bromo-3-(ethylsulfanyl)pyridine-2-carbonyl chloride